(E)-2-(((2-(4,4-dimethylcyclohexyl)benzo[d]-oxazol-6-yl)oxy)-methyl)-3-fluoro-prop-2-en-1-amine CC1(CCC(CC1)C=1OC2=C(N1)C=CC(=C2)OC\C(\CN)=C\F)C